CN1N=CC(=C1)C(=O)N1CC2=CC(=CC(=C2C1)[C@H]1N(CCC1)C(=O)[O-])C=1C=C2C(=NC1)NC=C2C (S)-2-(2-(1-methyl-1H-Pyrazole-4-carbonyl)-6-(3-methyl-1H-pyrrolo[2,3-b]pyridin-5-yl)isoindolin-4-yl)pyrrolidine-1-carboxylate